C(C)(C)(C)OC(=O)C1=CC(=NC=2N1N=C(C2C2CC2)NC2=CC(=CC=C2)F)OC[C@H]2[C@@H](CN(CC2)C(=O)OC(C)(C)C)OC Tert-Butyl Trans-4-(7-(tert-butoxycarbonyl)(3-fluorophenyl)amino-3-cyclopropylpyrazolo[1,5-a]pyrimidin-5-yl)oxymethyl-3-methoxylpiperidine-1-carboxylate